C(C)(C)(C)C1N(CCC(C1)N1N=CC(=C1)C=1C=NC(=C(C1)C(NC1=CC=C(C=C1)OC(F)(F)F)=O)N)C(=O)O tert-butyl-4-(4-(6-amino-5-(4-trifluoromethoxyphenylcarbamoyl)pyridin-3-yl)-1H-pyrazol-1-yl)piperidine-1-carboxylic acid